cyclobutyl((R)-6,6a,7,8,9,10-hexahydro-5H-pyrazino[1,2-a][1,8]naphthyridin-4-yl)methanol C1(CCC1)C(O)C=1C=2CC[C@H]3N(C2N=CC1)CCNC3